ClC=1C=NN(C(C1Cl)=O)CC(=O)NC1=CC(=C(C=C1)F)S(NCCC1=NC=CC=C1)(=O)=O 2-(4,5-dichloro-6-oxopyridazin-1(6H)-yl)-N-(4-fluoro-3-(N-(2-(pyridin-2-yl)ethyl)sulfamoyl)phenyl)acetamide